3,4-dichloro-2-(1-ethyl-1,4,5,6-tetrahydrocyclopenta[c]pyrazol-5-yl)phenol ClC=1C(=C(C=CC1Cl)O)C1CC2=C(N(N=C2)CC)C1